Nitrogen Helium [He].[N]